C1(CCC1)NC(CN1N=C(C=CC1=O)C=1C=NC(=CC1)NC1CCC1)=O N-cyclobutyl-2-(3-(6-(cyclobutylamino)pyridin-3-yl)-6-oxopyridazin-1(6H)-yl)acetamide